(S)-2-(4,4-difluoro-3,3-dimethylbutanamido)-4-((2-phenoxyethyl)(4-(5,6,7,8-tetrahydro-1,8-naphthyridin-2-yl)butyl)amino)butanoic acid FC(C(CC(=O)N[C@H](C(=O)O)CCN(CCCCC1=NC=2NCCCC2C=C1)CCOC1=CC=CC=C1)(C)C)F